3-(5-bromopyridin-2-yl)-2-((diphenylmethylene)amino)propionitrile BrC=1C=CC(=NC1)CC(C#N)N=C(C1=CC=CC=C1)C1=CC=CC=C1